dimethylaminotriazineacetamide CN(C)C=1C(=NN=NC1)CC(=O)N